CN(S(=O)(=O)C=1C=NC=NC1)C(C(F)(F)F)C1=CC=C(C=C1)C N-methyl-N-(2,2,2-trifluoro-1-(p-tolyl)ethyl)pyrimidine-5-sulfonamide